N-[5-(3-acetylphenyl)-2-methyl-[1,2,4]triazolo[1,5-c]pyrimidin-7-yl]cyclopropanecarboxamide C(C)(=O)C=1C=C(C=CC1)C1=NC(=CC=2N1N=C(N2)C)NC(=O)C2CC2